BrC=1C(=CC(N(C1)C)=O)OCC 5-bromo-4-ethoxy-1-methylpyridin-2(1H)-one